2-((5-(5-(difluoromethyl)-1,3,4-oxadiazole-2-yl)pyridine-2-yl)methyl)-4,4-dimethyl-7-(piperidine-4-yl)isoquinoline-1,3(2H,4H)-dione 2,2,2-trifluoroacetate FC(C(=O)O)(F)F.FC(C1=NN=C(O1)C=1C=CC(=NC1)CN1C(C2=CC(=CC=C2C(C1=O)(C)C)C1CCNCC1)=O)F